BrC1=C(C=CC=2OC(OC21)(F)F)N(S(=O)(=O)C(F)(F)F)CC2CC2 N-(4-bromo-2,2-difluorobenzo[d][1,3]dioxol-5-yl)-N-(cyclopropylmethyl)-1,1,1-trifluoromethanesulfonamide